(S)-2-benzyl-7-(benzyloxy)-N-((4-chloro-3-nitrophenyl)sulfonyl)-1,2,3,4-tetrahydroisoquinoline-3-carboxamide C(C1=CC=CC=C1)N1CC2=CC(=CC=C2C[C@H]1C(=O)NS(=O)(=O)C1=CC(=C(C=C1)Cl)[N+](=O)[O-])OCC1=CC=CC=C1